CN(CCS(=O)(=O)CC1=CC=C(C=C1)NC=1N=CC2=C(N1)CN(CC2)C(=O)OC(C)(C)C)C tert-butyl 2-[(4-{[2-(dimethylamino)ethanesulfonyl]methyl}phenyl)amino]-5H,6H,7H,8H-pyrido[3,4-d]pyrimidine-7-carboxylate